2-cyano-3-(2-(4-(diphenylamino)phenyl)benzofuran-6-yl)-N-(pyridin-2-ylmethyl)acrylamide C(#N)C(C(=O)NCC1=NC=CC=C1)=CC1=CC2=C(C=C(O2)C2=CC=C(C=C2)N(C2=CC=CC=C2)C2=CC=CC=C2)C=C1